FC1=CC(=CC2=C1NC([C@H](CO2)NC(=O)C=2N=C1N(N2)[C@@H](CC1)C(F)(F)F)=O)C (5S)-N-[(3S)-6-fluoro-8-methyl-4-oxo-3,5-dihydro-2H-1,5-benzoxazepine-3-yl]-5-(trifluoromethyl)-6,7-dihydro-5H-pyrrolo[1,2-b][1,2,4]Triazole-2-carboxamide